SC1=C(C(=O)N(C)C)C=CC=N1 2-mercapto-N,N-dimethyl-nicotinamide